N-(4-(2-(((1S,3R)-3-Aminocyclohexyl)amino)-8-isopropyl-7-oxo-7,8-dihydropyrido[2,3-d]pyrimidin-6-yl)-2-fluorophenyl)-3,3,3-trifluoropropane-1-sulfonamide hydrochloride Cl.N[C@H]1C[C@H](CCC1)NC=1N=CC2=C(N1)N(C(C(=C2)C2=CC(=C(C=C2)NS(=O)(=O)CCC(F)(F)F)F)=O)C(C)C